N(=[N+]=[N-])CC1=NC=CC=C1 2-(azidomethyl)pyridine